2-(2,6-Dimethyl-4-((4-(3-(4-(methylthio)phenyl)propyl)piperazin-1-yl)methyl)phenoxy)-2-methylpropanoic acid CC1=C(OC(C(=O)O)(C)C)C(=CC(=C1)CN1CCN(CC1)CCCC1=CC=C(C=C1)SC)C